nickel (II) pimelate C(CCCCCC(=O)[O-])(=O)[O-].[Ni+2]